COC(=O)N1C=NC2=C1C=C(C(=C2)C2=CC(=CC=C2)CCCC)C2=CC(=CC=C2)CCCC 5,6-bis(3-n-butylphenyl)-1H-benzimidazole-1-carboxylic acid methyl ester